C(C1=CC=CC=C1)N1C=C(C=2C1=NC=C(C2)C=2C(=NOC2C)C)C=2C=C(C(=O)NC#N)C=CC2 3-(1-benzyl-5-(3,5-dimethylisoxazol-4-yl)-1H-pyrrolo[2,3-b]pyridin-3-yl)-N-cyanobenzamide